(3,6-diazabicyclo[3.1.1]hept-3-yl)(6-(2-hydroxy-4-(1H-pyrazol-4-yl)phenyl)pyridazin-3-yl)methanone C12CN(CC(N1)C2)C(=O)C=2N=NC(=CC2)C2=C(C=C(C=C2)C=2C=NNC2)O